pentyl 3-(pentoxythiocarbonylamino-methyl)-3,5,5-trimethylcyclohexylthiocarbamate C(CCCC)OC(=S)NCC1(CC(CC(C1)(C)C)NC(OCCCCC)=S)C